octafluorohexanediol diacrylate CC(C(C(C(C(OC(=O)C=C)(OC(=O)C=C)F)(F)F)(F)F)(F)F)F